[4-[2-[[tetrahydrofuran-3-yl]amino]-5H-pyrrolo[2,3-b]pyrazin-7-yl]-1-piperidyl]-[4-(trifluoromethoxy)phenyl]methanone O1CC(CC1)NC=1N=C2C(=NC1)NC=C2C2CCN(CC2)C(=O)C2=CC=C(C=C2)OC(F)(F)F